C1(CCCC1)N1C=NC(=C1)C(=O)N1C[C@H]2C([C@H]2C1)C1=NOC(C1)(C)C (1-cyclopentyl-1H-imidazol-4-yl)[(1R,5S,6r)-6-(5,5-dimethyl-4,5-dihydro-1,2-oxazol-3-yl)-3-azabicyclo[3.1.0]hex-3-yl]methanone